C(C)NCCCl 2-ethylaminochloroethane